1-Phenylphenazine C1(=CC=CC=C1)C1=CC=CC2=NC3=CC=CC=C3N=C12